ethyl 4-ethoxy-2-[3-(1,3,5-trimethylpyrazol-4-yl) pyrazolo[1,5-a]pyridin-5-yl]thiazole-5-carboxylate C(C)OC=1N=C(SC1C(=O)OCC)C1=CC=2N(C=C1)N=CC2C=2C(=NN(C2C)C)C